2-(2,6-diisopropylphenyl)-N-((4-oxo-5,6,7,8-tetrahydro-4H-5,8-methanocyclohepta[b]furan-2-yl)sulfonyl)acetamide sodium hydride [H-].[Na+].C(C)(C)C1=C(C(=CC=C1)C(C)C)CC(=O)NS(=O)(=O)C1=CC2=C(O1)C1CCC(C2=O)C1